C1(CCCCC1)C=1C(=C(C=CC1)C(C1=C(C=CC=C1)O)C1=C(C(=CC=C1)C1CCCCC1)O)O bis(3-cyclohexyl-2-hydroxyphenyl)-2-hydroxyphenyl-methane